CN(C1=CC=C(C=C1)C=1C(NC2=CC=C(C=C2C1)C1=CC=C(C=C1)C1CCN(CC1)C(C)C)=O)C 3-[4-(dimethylamino)phenyl]-6-{4-[1-(propan-2-yl)piperidin-4-yl]phenyl}-1,2-dihydro-quinolin-2-one